2-(2-methoxy-4-pyridinyl)acetaldehyde COC1=NC=CC(=C1)CC=O